4-[(3aR,6aR)-hexahydro-2H-furo[3,2-b]pyrrol-4-yl]-6-chloro-2-[(oxolan-2-yl)methoxy]pyrimidine O1CC[C@H]2N(CC[C@H]21)C2=NC(=NC(=C2)Cl)OCC2OCCC2